(±)-Ethyl 2-(4-(3-aminotetrahydrofuran-3-yl)-3-fluorophenyl)-2-methylpropanoate N[C@@]1(COCC1)C1=C(C=C(C=C1)C(C(=O)OCC)(C)C)F |r|